C1=CC=CC1[Fe] 5-cyclopentadienyl-iron